C(C)(C)(C)O[SiH](NC(C)C)OC(C)(C)C Di-tert-butoxy(isopropylamino)silane